1-Ethyl-3-methylimidazolium bromid [Br-].C(C)N1C=[N+](C=C1)C